C(C1=CC=CC=C1)OCC=CCOCC1=CC=CC=C1 1,4-dibenzyloxy-2-butene